ClC=1C=C(C=CC1)C(C(=O)NC1(CC1)CN1C(CC1C)C)(C)C 2-(3-chlorophenyl)-N-(1-((2,4-dimethylazetidin-1-yl)methyl)cyclopropyl)-2-methylpropanamide